N-(5-hydroxy-3,4,6-trimethylpyridin-2-yl)-1-methyl-1H-indole-2-carboxamide OC=1C(=C(C(=NC1C)NC(=O)C=1N(C2=CC=CC=C2C1)C)C)C